Ethyl 3-(aminomethyl)-5-(3,5-difluorobenzyl)-4,5-dihydroisoxazole-5-carboxylate hydrochloride Cl.NCC1=NOC(C1)(C(=O)OCC)CC1=CC(=CC(=C1)F)F